CC=1C=CC=NC1N1CCC(CC1)N1CCN(CC1)C 5-methyl-6-(4-(4-methylpiperazin-1-yl)piperidin-1-yl)pyridine